FC1=C(C(=CC(=C1)[N+](=O)[O-])F)N1CCN(CC1)CC=1C=CC(=NC1)CCNC(OC(C)(C)C)=O tert-butyl (2-(5-((4-(2,6-difluoro-4-nitrophenyl)piperazin-1-yl)methyl)pyridin-2-yl)ethyl)carbamate